5-(3-Amino-3-methyl-pyrrolidin-1-yl)-N-(8-fluoro-2-methyl-imidazo[1,2-a]pyridin-6-yl)pyrazine-2-carboxamide NC1(CN(CC1)C=1N=CC(=NC1)C(=O)NC=1C=C(C=2N(C1)C=C(N2)C)F)C